3-(5-(2-(4-((1s,3s)-adamantan-1-yl)piperazin-1-yl)ethoxy)-2-methyl-4-oxoquinazolin-3(4H)-yl)piperidine-2,6-dione C12(CC3CC(CC(C1)C3)C2)N2CCN(CC2)CCOC2=C3C(N(C(=NC3=CC=C2)C)C2C(NC(CC2)=O)=O)=O